N(C(=O)C)C1=CC(=NC=C1)C=1SC2=C(N1)C=C(C=C2)C(=O)NC 2-(4-Acetaminopyridin-2-yl)-N-methylbenzo[d]thiazole-5-carboxamide